BrC1=C(C(=O)OCC)C=C(C(=C1)CC(=O)OC)[N+](=O)[O-] ethyl 2-bromo-4-(2-methoxy-2-oxo-ethyl)-5-nitro-benzoate